monosodium chlorophthalic acid salt ClC1=C(C(C(=O)[O-])=CC=C1)C(=O)O.[Na+]